7-(3-bromo-5-chlorophenyl)-9,9-dimethyl-9H-fluorene-2-carbonitrile BrC=1C=C(C=C(C1)Cl)C1=CC=C2C=3C=CC(=CC3C(C2=C1)(C)C)C#N